(E)-2-tetradecenal C(\C=C\CCCCCCCCCCC)=O